(3-iodo-1-methylindol-7-yl)piperidine-1-carboxylic acid tert-butyl ester C(C)(C)(C)OC(=O)N1C(CCCC1)C=1C=CC=C2C(=CN(C12)C)I